ClC1=CC=C(C(=O)NCC[C@@]23C[C@](C[C@H]2[C@@H]2CC=C4C[C@H](CC[C@]4(C)[C@H]2CC3)O)(O)CC=C)C=C1 (4-chlorobenzoylaminomethyl)-16alpha-allyl-16beta-hydroxy-androst-5-ene-3beta-ol